C(C)OC(CC)(NCCC(OCC)OCC)OCC diethoxydiethoxypropylpropylamine